ClC1=C(C(=O)N[C@H]([C@H](C)CC)C(=O)O)C=C(C(=C1)F)N1C(N(C(N(C1=O)C)=S)C)=O (2-chloro-5-(3,5-dimethyl-2,6-dioxo-4-thioxo-1,3,5-triazin-1-yl)-4-fluorobenzoyl)-D-isoleucine